CP(=O)(C)C1=CC=C(C=N1)C=1N=C2C(=C(C(=NC2=CC1F)C)F)N[C@H](CC)C1=C(C=CC=C1)F 6-[6-(dimethylphosphoryl)pyridin-3-yl]-3,7-difluoro-N-[(1R)-1-(2-fluorophenyl)propyl]-2-methyl-1,5-naphthyridin-4-amine